C(C1=NNC=N1)C1=NNC=N1 3,3'-Methylenebis(1,2,4-triazole)